N-(2-(3-chloro-4-(6-(1-methylcyclopropoxy)-9-((4-methylpyridin-2-yl)methyl)-9H-purin-8-yl)phenoxy)ethyl)methanesulfonamide ClC=1C=C(OCCNS(=O)(=O)C)C=CC1C=1N(C2=NC=NC(=C2N1)OC1(CC1)C)CC1=NC=CC(=C1)C